ClC1=C(C=CC=C1C(NCCC(C)C)=O)NC1=C(C=C(C(=O)N=C2NCCN2)C=C1)C1CC1 4-({2-chloro-3-[(3-methylbutyl)carbamoyl]phenyl}amino)-3-cyclopropyl-N-[(2E)-imidazolidin-2-ylidene]benzamide